C(C)(C)(C)OC(=O)NC(/C=C/C(=O)O)CC (E)-4-((tert-butoxycarbonyl)amino)hex-2-enoic acid